1-thiocyano-2,3-dihydroindene S(C#N)C1CCC2=CC=CC=C12